Methyl-butenyl-morpholinium C[N+]1(CCOCC1)C=CCC